CC1OC(OC1C)C1=C(C=CC=C1)CNC([O-])=O 2-(4,5-dimethyl-1,3-dioxolan-2-yl)phenylmethylcarbamate